3-((3,5-dimethylpyridin-2-yl)oxy)-2,2-dimethyl-N-(1-methylpiperidin-4-yl)propanamide CC=1C(=NC=C(C1)C)OCC(C(=O)NC1CCN(CC1)C)(C)C